2-(butylsulfanyl)ethan-1-ol C(CCC)SCCO